O[C@@H]1[C@@H](CCC2=C1N=C(S2)C(=O)N)[C@H]2N1C(C3=CC=CC=C23)=CN=C1 (4R,5S)-4-hydroxy-5-((R)-5H-imidazo[5,1-a]isoindol-5-yl)-4,5,6,7-tetrahydrobenzo[d]thiazole-2-carboxamide